1-(2-(2-(2-(3-(4-(4-((6-amino-2-ethoxy-8-hydroxy-9H-purin-9-yl)methyl)-3-methoxybenzyl)piperazin-1-yl)-3-oxopropoxy)ethoxy)ethoxy)ethyl)-1H-pyrrole-2,5-dione NC1=C2N=C(N(C2=NC(=N1)OCC)CC1=C(C=C(CN2CCN(CC2)C(CCOCCOCCOCCN2C(C=CC2=O)=O)=O)C=C1)OC)O